tert-butyl (2S,4R)-2-(((R)-1-(4-carbamimidoylthiophen-2-yl)ethyl)carbamoyl)-4-(methylsulfonyl)pyrrolidine-1-carboxylate C(N)(=N)C=1C=C(SC1)[C@@H](C)NC(=O)[C@H]1N(C[C@@H](C1)S(=O)(=O)C)C(=O)OC(C)(C)C